C(C)OC1=C(C=C(C#N)C=C1)C\C=C\OC (E)-4-ethoxy-3-(3-methoxyallyl)benzonitrile